N[C@H]1[C@@H](CCC1)CNC(=O)C1=CN(CCS1)C=1C2=C(N=CN1)NC=C2C N-(((1S,2R)-2-aminocyclopentyl)methyl)-4-(5-methyl-7H-pyrrolo[2,3-d]pyrimidin-4-yl)-3,4-dihydro-2H-1,4-thiazine-6-carboxamide